tert-Butyl 5-(2-chloro-4-(2-chloroacetamido)-6-methylphenyl)-3-(1-methyl-1H-pyrazol-4-yl)-1H-pyrazolo[3,4-c]pyridine-1-carboxylate ClC1=C(C(=CC(=C1)NC(CCl)=O)C)C=1C=C2C(=CN1)N(N=C2C=2C=NN(C2)C)C(=O)OC(C)(C)C